FC=1C=2C(NC=NC2CCC1)=O 5-fluoro-7,8-dihydroquinazolin-4(3H)-one